1-(difluoromethyl)-5-(4-methanesulfonylphenyl)-N-[(4s)-6-({5-carbamoyl-1-methyl-1H-pyrazolo[3,4-b]pyridin-6-yl}oxy)spiro[3.3]heptan-2-yl]-1H-pyrazole-3-carboxamide FC(N1N=C(C=C1C1=CC=C(C=C1)S(=O)(=O)C)C(=O)NC1CC2(C1)CC(C2)OC2=C(C=C1C(=N2)N(N=C1)C)C(N)=O)F